N-(2,2-dimethylpropyl)sulfamic acid CC(CNS(O)(=O)=O)(C)C